O1-tert-butyl O2-methyl (2S,4R)-4-azidopyrrolidine-1,2-dicarboxylate N(=[N+]=[N-])[C@@H]1C[C@H](N(C1)C(=O)OC(C)(C)C)C(=O)OC